CCCCOC1=C2C(=C(C=C1)OCCCC)C3=NC4=NC(=NC5=C6C(=CC=C(C6=C([N-]5)N=C7C8=C(C=CC(=C8C(=N7)N=C2[N-]3)OCCCC)OCCCC)OCCCC)OCCCC)C9=C(C=CC(=C94)OCCCC)OCCCC.[Cu+2] Copper(II) 1,4,8,11,15,18,22,25-octabutoxy-29H,31H-phthalocyanine